C(CCC)(=O)OP(=O)([O-])[O-] butyryl-phosphate